ClC1=CC(=C2C=NNC2=C1)N1C[C@H]2[C@@H](C1)CN(C2(C)C)C(=O)N |r| rac-(3as,6ar)-5-(6-chloro-1H-indazol-4-yl)-1,1-dimethylhexahydropyrrolo[3,4-c]pyrrole-2(1H)-carboxamide